FC(OC1=CC=C(C=C1)C1=C(C=CC=C1)S(=O)(=O)N)(F)F (4-(trifluoromethoxy)phenyl)benzenesulfonamide